C(C)C1CC(=C(C1=O)O)C 5-ethyl-2-hydroxy-3-methylcyclopent-2-en-1-one